3-(3-fluoro-4-methylphenyl)-N-(5-methoxy-2-(N-methylsulfamoyl)phenyl)-3-(1,2,4-thiadiazol-5-yl)pyrrolidine-1-carboxamide FC=1C=C(C=CC1C)C1(CN(CC1)C(=O)NC1=C(C=CC(=C1)OC)S(NC)(=O)=O)C1=NC=NS1